C1NCCC12CNCC2 2,7-diazaspiro[4.4]nonan